1'-butyl-N-((5-(5-(difluoromethyl)-1,3,4-oxadiazol-2-yl)pyridin-2-yl)methyl)-3-fluoro-N-(3-fluorophenyl)-[1,3'-biazetidine]-3-carboxamide C(CCC)N1CC(C1)N1CC(C1)(C(=O)N(C1=CC(=CC=C1)F)CC1=NC=C(C=C1)C=1OC(=NN1)C(F)F)F